1-bromo-4-((methylsulfonyl)methyl)benzene BrC1=CC=C(C=C1)CS(=O)(=O)C